(R)-4-(8-(3-aminopiperidin-1-yl)-3-(6-fluoro-1-((1-hydroxycyclobutyl)methyl)-1H-benzo[d][1,2,3]triazol-5-yl)imidazo[1,2-a]pyrazin-2-yl)-2-fluorobenzonitrile N[C@H]1CN(CCC1)C=1C=2N(C=CN1)C(=C(N2)C2=CC(=C(C#N)C=C2)F)C2=CC1=C(N(N=N1)CC1(CCC1)O)C=C2F